(R)-N-(4-((1-(3-nitro-5-(trifluoromethyl)phenyl)ethyl)amino)-6-(pyrrolidin-1-yl)pyrido[3,4-d]pyrimidin-2-yl)propionamide [N+](=O)([O-])C=1C=C(C=C(C1)C(F)(F)F)[C@@H](C)NC=1C2=C(N=C(N1)NC(CC)=O)C=NC(=C2)N2CCCC2